FC(C(S(=O)(=O)[O-])(F)F)(S(=O)(=O)[O-])F.FC(C=1C=C(C=C(C1)C(F)(F)F)S(=O)(=O)OC1=CC=C(C=C1)[S+](C1=CC=CC=C1)C1=CC=C(C=C1)OS(=O)(=O)C1=CC(=CC(=C1)C(F)(F)F)C(F)(F)F)(F)F.FC(C=1C=C(C=C(C1)C(F)(F)F)S(=O)(=O)OC1=CC=C(C=C1)[S+](C1=CC=CC=C1)C1=CC=C(C=C1)OS(=O)(=O)C1=CC(=CC(=C1)C(F)(F)F)C(F)(F)F)(F)F bis[bis[4-(3,5-di(trifluoromethyl)benzenesulfonyloxy)phenyl]phenylsulfonium] perfluoroethanedisulfonate